N-erucyl-sarcosine Ethyl-(2S)-2-(2-ethoxy-2-oxoethoxy)propanoate C(C)[C@](C(=O)O)(C)OCC(=O)OCC.C(CCCCCCCCCCC\C=C/CCCCCCCC)N(C)CC(=O)O